CC1(CC(=NO1)SCOC1=C(C(=C(C(=C1F)F)OC1=C(C=CC=C1)F)F)F)C 5,5-dimethyl-3-(((2,3,5,6-tetrafluoro-4-(2-fluorophenoxy)phenoxy)methyl)thio)-4,5-dihydroisoxazole